[1,3]Thiazepine S1C=NC=CC=C1